C1(=CC=CC=C1)C1=C(C(=NN=N1)C1=C(C=CC=C1)C1=CC=CC=C1)C1=C(C=CC=C1)C1=CC=CC=C1 [phenyl(biphenylyl)triazineyl]biphenyl